FC1(C(C=C(C(C#N)=C1)F)N1C(=C(C=2CCCCC12)C(F)(F)F)O)F 5,5-difluoro-4-(hydroxyl-3-(trifluoromethyl)-4,5,6,7-tetrahydro-1H-indol-1-yl)-2-fluorobenzonitrile